(3,6-dimethylbenzofuran-2-yl)(phenyl)methanone CC1=C(OC2=C1C=CC(=C2)C)C(=O)C2=CC=CC=C2